FC1=CC(=CC2=CN(N=C12)C)C=1C=C(C(=NC1)C=1N=NC(=CC1)N1C[C@@H](NCC1)C)O 5-(7-fluoro-2-methyl-2H-indazol-5-yl)-2-{6-[(3S)-3-methylpiperazin-1-yl]pyridazin-3-yl}pyridin-3-ol